ClC=1C=CC2=C(C(OC(N2)=O)(C(F)(F)F)C#CC2CC2)C1 6-chloro-4-cyclopropylethynyl-4-trifluoromethyl-1,4-dihydro-2H-3,1-benzoxazin-2-one